C(CCCCCCCCCCCCC)CCCCCCCCCCCCCCO myristyl-(myristyl) alcohol